2,4-dibutyl-5-methyl-1-vinylimidazole C(CCC)C=1N(C(=C(N1)CCCC)C)C=C